C(C)(C)(C)OC(=O)N1[C@H]([C@H](CCC1)C(N(C)CCN(C)C1CC1)=O)C(=O)O (2R,3S)-1-tert-butoxycarbonyl-3-[2-[cyclopropyl(methyl)amino]ethyl-methyl-carbamoyl]piperidine-2-carboxylic acid